6-azido-6-deoxy-N-acetylgalactosamine N(=[N+]=[N-])C[C@@H]1[C@@H]([C@@H]([C@H](C(O)O1)NC(C)=O)O)O